COC(=O)C1=CC2=C(C=C1Br)C1(CCN(CC1)CC1=CC=CC=C1)CO2 1'-Benzyl-5-bromo-2H-spiro[benzofuran-3,4'-piperidine]-6-carboxylic acid methyl ester